ClC1=C(CNC(=O)[C@@]2(C=3C=CC=NC3[C@@H](CC2)O)F)C(=CC=C1)Cl (5R,8R)-N-(2,6-dichloro-benzyl)-5-fluoro-8-hydroxy-5,6,7,8-tetrahydroquinoline-5-carboxamide